CN1CC=2N(CC1=O)N=C(C2)N\C(\C)=C\2/C(NC1=CN=C(C=C12)C=1C=NC=CC1C)=O (Z)-5-Methyl-2-((1-(5-(4-methylpyridin-3-yl)-2-oxo-1H-pyrrolo[2,3-c]pyridin-3(2H)-ylidene)ethyl)amino)-4,5-dihydropyrazolo[1,5-a]pyrazin-6(7H)-one